Chloromethyl-4-methylpiperazine-1-carboxylate ClCOC(=O)N1CCN(CC1)C